COC([C@H](C[C@H]1C(NCC1)=O)NC(=O)[C@@H]1[C@H]2C([C@H]2CN1C(=O)C=1NC2=C(C(=CC=C2C1)F)F)(C)C)=O (S)-methyl-2-((1R,2S,5S)-3-(6,7-difluoro-1H-indole-2-carbonyl)-6,6-dimethyl-3-azabicyclo[3.1.0]hexane-2-carboxamido)-3-((S)-2-oxopyrrolidin-3-yl)propanoate